[Si](C1=CC=CC=C1)(C1=CC=CC=C1)(C(C)(C)C)OC[C@H](CC)N1C([C@](C[C@@H]([C@H]1C1=CC=C(C=C1)Cl)C1=CC(=CC=C1)Cl)(C(=O)OC)C)=O (3S,5R,6S)-Methyl 1-((S)-1-(tert-butyldiphenylsilyloxy)butan-2-yl)-5-(3-chlorophenyl)-6-(4-chlorophenyl)-3-methyl-2-oxopiperidine-3-carboxylate